FC1=C(C=C(C=C1)C)C1=NN(C=C1C(F)(F)F)C1CC2(CNC2)C1 6-(3-(2-fluoro-5-methylphenyl)-4-(trifluoromethyl)-1H-pyrazol-1-yl)-2-azaspiro[3.3]heptane